Cl[C@](C(=O)O)(O)[C@H](O)[C@@H](O)[C@H](O)CO chloroidonic acid